ClC=1C=NC=C(C1C(CC)OC=1C=C2C(=NNC2=CC1)C(=O)NC=1C=NN(C1)C)Cl 5-(1-(3,5-Dichloropyridin-4-yl)propoxy)-N-(1-Methyl-1H-Pyrazol-4-yl)-1H-Indazol-3-Carboxamid